(1s,4s)-4-((2-((2-(1-(Cyclopropylsulfonyl)-1H-pyrazol-4-yl)pyrimidin-4-yl)amino)-5-((1-(3-(dimethyl-amino)propyl)-1H-pyrazol-4-yl)ethynyl)pyridin-4-yl)amino)cyclohexan-1-ol C1(CC1)S(=O)(=O)N1N=CC(=C1)C1=NC=CC(=N1)NC1=NC=C(C(=C1)NC1CCC(CC1)O)C#CC=1C=NN(C1)CCCN(C)C